(2-chloro-5-(3-fluoro-4-((4-methylpyrimidin-2-yl)oxy)phenyl)pyrimidin-4-yl)pyridin-3-amine ClC1=NC=C(C(=N1)C1=NC=CC=C1N)C1=CC(=C(C=C1)OC1=NC=CC(=N1)C)F